CC(C)[C@@H](C(=O)O)O The molecule is the S-enantiomer of 2-hydroxy-3-methylbutyric acid. It is used as a chiral building block for peptide synthesis. It has a role as a chiral reagent and a human metabolite. It is a conjugate acid of a (S)-2-hydroxy-3-methylbutyrate. It is an enantiomer of a (R)-2-hydroxy-3-methylbutyric acid.